2-(methylthio)-5,6,7,8-tetrahydropyrido[3,4-d]pyrimidin-4-ol CSC=1N=C(C2=C(N1)CNCC2)O